4-bromo-3-(cyclopentoxymethyl)aniline BrC1=C(C=C(N)C=C1)COC1CCCC1